1-[4-({(1R)-1-[3-(difluoromethyl)-2-fluorophenyl]ethyl}amino)-2-methylquinazolin-6-yl]-1lambda5-phospholan-1-one FC(C=1C(=C(C=CC1)[C@@H](C)NC1=NC(=NC2=CC=C(C=C12)P1(CCCC1)=O)C)F)F